(4-amino-1-isopropyl-pyrazolo[3,4-d]pyrimidin-3-yl)-N-thiazol-2-yl-1H-indole-2-carboxamide NC1=C2C(=NC=N1)N(N=C2N2C(=CC1=CC=CC=C21)C(=O)NC=2SC=CN2)C(C)C